C(C)C(C)(O)CCN Ethyl-(2-aminoethyl)ethanol